(R)-2-(1H-indol-5-yl)-4,5-dihydrothiazole-4-carboxylic acid N1C=CC2=CC(=CC=C12)C=1SC[C@H](N1)C(=O)O